2',2'''-(4-Trifluoromethylpyridine-2,6-diyl)bis(4'-isopropyl-5-methyl-3-((3r,5r,7r)-3,5,7-trimethyladamantan-1-yl)-[1,1'-biphenyl]-2-ol) FC(C1=CC(=NC(=C1)C1=C(C=CC(=C1)C(C)C)C=1C(=C(C=C(C1)C)C12CC3(CC(CC(C1)(C3)C)(C2)C)C)O)C2=C(C=CC(=C2)C(C)C)C=2C(=C(C=C(C2)C)C23CC1(CC(CC(C2)(C1)C)(C3)C)C)O)(F)F